(R)-6-(3-(2,3-difluorophenyl)isoxazolidin-2-yl)-N-(3-methoxy-4-(4-(4-methylpiperazin-1-yl)piperidin-1-yl)phenyl)pyrimidin-4-amine FC1=C(C=CC=C1F)[C@@H]1N(OCC1)C1=CC(=NC=N1)NC1=CC(=C(C=C1)N1CCC(CC1)N1CCN(CC1)C)OC